N(=C=O)CC1(CC(CC(C1)(C)C)N=C=O)C 3-Isocyanatomethyl-3,5,5-trimethylcyclohexyl isocyanate